N12C[C@H](C(CC1)CC2)OC(N[C@@H]2C(CC1=CC(=C(C=C21)OCC)C2=CC=C(C=C2)OCCCC)(C)C)=O (S)-quinuclidin-3-yl((R)-5-(4-butoxyphenyl)-6-ethoxy-2,2-dimethyl-2,3-dihydro-1H-inden-1-yl)carbamate